N-(4-acetonylidenecyclohexyl)carbamic acid tert-butyl ester C(C)(C)(C)OC(NC1CCC(CC1)=CC(=O)C)=O